CC1=C(C=CC=C1)NCC[C@@]12CC(C[C@H]1[C@@H]1CC=C3C[C@H](CC[C@]3(C)[C@H]1CC2)O)=O (2-methylphenylaminomethyl)-16-oxo-androsta-5-en-3beta-ol